di(bicyclo[2.2.1]hept-5-en-2-yl)methane C12C(CC(C=C1)C2)CC2C1C=CC(C2)C1